CC=1C(=NOC1C)N(S(=O)(=O)C1=C(C=CC=C1)C1=C(C=C(C=C1)CN1C(=NC=2C1=NC(=CC2)C(=O)OC)CCC)COCC)COC methyl 3-((2'-(N-(4,5-dimethylisoxazol-3-yl)-N-(methoxymethyl)sulfamoyl)-2-(ethoxymethyl)-[1,1'-biphenyl]-4-yl)methyl)-2-propyl-3H-imidazo[4,5-b]pyridine-5-carboxylate